FC1=CC=C(C=C1)N1N=C(N=N1)C1CCN(CC1)C(=O)[C@H]1N(CC([C@@H](C1)O)(C)C)C(=O)OC(C)(C)C tert-butyl (2S,4R)-2-(4-(2-(4-fluorophenyl)-2H-tetrazol-5-yl)piperidine-1-carbonyl)-4-hydroxy-5,5-dimethylpiperidine-1-carboxylate